2,5-dimethyl-N-(3-(3-((4-methyl-4H-1,2,4-triazol-3-yl)methyl)oxetan-3-yl)phenyl)pyrazolo[1,5-a]pyrimidine-7-carboxamide CC1=NN2C(N=C(C=C2C(=O)NC2=CC(=CC=C2)C2(COC2)CC2=NN=CN2C)C)=C1